CC1=CC=C(C=C1)CN1C(CCC1=O)CC(=O)NC(CC(=O)OC)C methyl 3-[[2-[1-[(4-methylphenyl)methyl]-5-oxopyrrolidin-2-yl]acetyl]amino]butyrate